N,N'-bis(2,3-dihydroxypropyl)-5-[(hydroxyacetyl)(2-hydroxyethyl)amino]-2,4,6-triiodo-1,3-benzenedicarboxamide OC(CNC(=O)C1=C(C(=C(C(=C1I)N(CCO)C(CO)=O)I)C(=O)NCC(CO)O)I)CO